2-(trimethylsilyl)ethyl carbamate C(N)(OCC[Si](C)(C)C)=O